CC1=NC2=CC=C(C=C2C(=C1)NC1=CC(=C(C=C1)C)C)C 2,6-dimethyl-4-(3,4-dimethylanilino)quinoline